FC1=C(C(=O)O)C=C(C=C1C=1SC(=CN1)C)OC(CO)(C)C 2-fluoro-5-((1-hydroxy-2-methylpropan-2-yl)oxy)-3-(5-methylthiazol-2-yl)benzoic acid